CN(C(N(C)C)=NC)CCCC tetramethyl-N'-butyl-guanidine